ethyl 5-amino-1-(4-bromophenyl)-1H-1,2,3-triazole-4-carboxylate NC1=C(N=NN1C1=CC=C(C=C1)Br)C(=O)OCC